C=1NC=C2C3=C(C=CC12)C1=CC=CC=C1C=C3 naphthoisoindole